C(C)OC(CCCOC1=C(C=C(C=C1Cl)B1OC(C(O1)(C)C)(C)C)Cl)=O 4-[2,6-Dichloro-4-(4,4,5,5-tetramethyl-1,3,2-dioxaborolan-2-yl)phenoxy]butanoic acid ethyl ester